CC/C=C\\C/C=C\\C[C@@H](/C=C/CCCCCCC(=O)O)OO The molecule is a lipid hydroperoxide, obtained by the formal substitution of a hydrogen at position 10 of (8E,12Z,15Z)-octadeca-10,12,15-trienoic acid by a hydroperoxy group (the 10S stereoisomer). It is a lipid hydroperoxide and a monocarboxylic acid. It is a conjugate acid of an (8E,10S,12Z,15Z)-10-hydroperoxyoctadec-8,12,15-trienoate.